BrC1=C2C=CN(C2=CC(=C1SC=1C=C(C=CC1)C(C)=O)F)S(=O)(=O)C1=CC=CC=C1 1-(3-((4-bromo-6-fluoro-1-(phenylsulfonyl)-1H-indol-5-yl)thio)phenyl)ethan-1-one